BrCC1CCC(CC1)CBr 1,4-dibromomethylcyclohexane